C1(CC1)C1=CC(=C(C(=O)NC2=CC(=NC=C2)OC)C=C1C(F)(F)F)OC1=C(C=C(C=C1)F)OCCO 4-Cyclopropyl-2-(4-fluoro-2-(2-hydroxyethoxy)phenoxy)-N-(2-methoxypyridin-4-yl)-5-(trifluoromethyl)benzamide